FC(C(=O)F)(C(F)(F)F)OC(F)(F)F perfluoro-2-methoxy-propionyl fluoride